FC(OC1=CC=C(C=C1)C1=CN=C2N1C=CN=C2NC2=CC(=C(C(=O)NCCOCCNC(OC(C)(C)C)=O)C=C2)C)F Tert-butyl (2-(2-(4-((3-(4-(difluoromethoxy)phenyl)imidazo[1,2-a]pyrazin-8-yl)amino)-2-methylbenzamido)ethoxy)ethyl)carbamate